C(C)(=O)O[C@@H]1[C@@H]([C@H](O[C@H]1N1C2=NC(=NC=C2N(C1=O)CC(N1CCCC1)=O)N)COC(C)=O)F ((2R,3R,4S,5R)-4-acetoxy-5-(2-amino-8-oxo-7-(2-oxo-2-(pyrrolidin-1-yl)ethyl)-7,8-dihydro-9H-purin-9-yl)-3-fluorotetrahydrofuran-2-yl)methylacetat